4-bromo-N-(4-bromo-3-trifluoromethyl-phenyl)-3-fluoro-benzamide BrC1=C(C=C(C(=O)NC2=CC(=C(C=C2)Br)C(F)(F)F)C=C1)F